FC1(OC2=C(O1)C=CC(=C2)N(C(=O)C=2C=C(C=CC2)N2N=C(C=C2OCC2(CC2)C(=O)O)C(F)(F)F)C)F 1-[[2-[3-[(2,2-difluoro-1,3-benzodioxol-5-yl)-methyl-carbamoyl]phenyl]-5-(trifluoromethyl)pyrazol-3-yl]oxymethyl]cyclopropane-carboxylic acid